C(CCCCCCC\C=C/C[C@H](O)CCCCCC)(=O)OC methyl (12R)-ricinoleate